4-(4-(4-((3-(didecylamino)propanoyl)oxy)butyl)piperazin-1-yl)butyl 6-(didecylamino)hexanoate C(CCCCCCCCC)N(CCCCCC(=O)OCCCCN1CCN(CC1)CCCCOC(CCN(CCCCCCCCCC)CCCCCCCCCC)=O)CCCCCCCCCC